6-fluoro-7-(2-fluorophenyl)-1-(2-methyl-4-(2-propanyl)-3-pyridinyl)-4-((2S)-2-methyl-4-(2-propenoyl)-1-piperazinyl)pyrido[2,3-d]pyrimidin-2(1H)-one FC1=CC2=C(N(C(N=C2N2[C@H](CN(CC2)C(C=C)=O)C)=O)C=2C(=NC=CC2C(C)C)C)N=C1C1=C(C=CC=C1)F